styrylmethyl carbonate C(OCC=CC1=CC=CC=C1)([O-])=O